3-((2-(3-(dimethylamino)phenoxy)ethoxy)methyl)-N-(3-methoxybenzyl)-N-(4-(4-methylpiperazin-1-yl)benzyl)aniline CN(C=1C=C(OCCOCC=2C=C(N(CC3=CC=C(C=C3)N3CCN(CC3)C)CC3=CC(=CC=C3)OC)C=CC2)C=CC1)C